2-(3-chloro-4-fluorobenzyl)-6-(2,6-dichloro-4-nitrophenoxy)-3,4-dihydroisoquinoline ClC=1C=C(CN2CC3=CC=C(C=C3CC2)OC2=C(C=C(C=C2Cl)[N+](=O)[O-])Cl)C=CC1F